CN1C([C@H](CC1)N)=O (S)-1-methyl-2-oxopyrrolidin-3-amine